2-(4-chloro-1-isopropyl-1H-pyrazol-5-yl)-4-(4-(1-ethyl-4-(trifluoromethyl)-1H-imidazol-2-yl)-3-fluorobenzyl)-6,7-dihydropyrazolo[1,5-a]pyrimidin-5(4H)-one ClC=1C=NN(C1C1=NN2C(N(C(CC2)=O)CC2=CC(=C(C=C2)C=2N(C=C(N2)C(F)(F)F)CC)F)=C1)C(C)C